COC(=O)C=1C=2C(N=C(C1)Cl)=C(N(N2)COCC[Si](C)(C)C)N amino-5-chloro-2-((2-(trimethylsilyl)ethoxy)methyl)-2H-pyrazolo[4,3-B]pyridine-7-carboxylic acid methyl ester